CN(C1=CC=C(C=C1)CC1=C(N=C2N1C=CC=C2)C=2SC=CC2)C N,N-Dimethyl-4-((2-(thiophen-2-yl)imidazo[1,2-a]pyridin-3-yl)methyl)aniline